BrC1=CC=CC=2N(C(NC21)=O)C2CCN(CC2)C(=O)NC2=CC=C(C=C2)I 4-(4-Bromo-2-oxo-2,3-dihydro-1H-1,3-benzodiazol-1-yl)-N-(4-iodophenyl)piperidine-1-carboxamide